N1(CCC1)C=1C=C(C=CC1)N1C(=C2C(N(N=CC2=C1C)C1=CC=C(C=C1)CC(=O)OCC)=O)C Ethyl 2-(4-(6-(3-(azetidin-1-yl)phenyl)-5,7-dimethyl-1-oxo-1H-pyrrolo[3,4-d]pyridazin-2(6H)-yl)phenyl)acetate